C(CCCCCC=CC=CCC)O 7,9-Dodecadien-1-ol